(R)-2,4,6-triisopropyl-N'-(2-(methoxymethyl)-2-((trimethylsilyl)oxy)cyclopentylidene)benzenesulfonohydrazide C(C)(C)C1=C(C(=CC(=C1)C(C)C)C(C)C)S(=O)(=O)NN=C1[C@@](CCC1)(O[Si](C)(C)C)COC